FC1=C(C=CC(=C1F)OC)CNC1=NC(=NC(=N1)N)C1=CC=C2C=NNC2=C1 N2-[(2,3-difluoro-4-methoxy-phenyl)methyl]-6-(1H-indazol-6-yl)-1,3,5-triazine-2,4-diamine